(S)-1-(5-(5-(difluoromethoxy)-6-methoxypyridin-3-yl)pyrazolo[1,5-A]pyridin-2-yl)-3-(2-fluoro-3-hydroxypropyl)urea FC(OC=1C=C(C=NC1OC)C1=CC=2N(C=C1)N=C(C2)NC(=O)NC[C@@H](CO)F)F